4-((7'-amino-6'-methoxy-8'-oxo-7',8'-dihydro-6'H-spiro[cyclohexane-1,9'-pyrazino[1',2':1,5]pyrrolo[2,3-d]pyrimidin]-2'-yl)amino)benzenesulfonamide NN1C(C2=CC3=C(N=C(N=C3)NC3=CC=C(C=C3)S(=O)(=O)N)N2C2(C1=O)CCCCC2)OC